C1(CCC1)CN1C(N(CC12CCC(CC2)(C2=CC=CC=C2)N(C)C)CC2=CC=C(C=C2)S(=O)(=O)C)=O 1-(cyclobutyl-methyl)-8-dimethylamino-3-[(4-methylsulfonyl-phenyl)-methyl]-8-phenyl-1,3-diazaspiro[4.5]decan-2-one